CN1C(=NN=C1)S[C@@H](C)C=1C=C(C=CC1)NC(C1=NC=CC(=C1)[N+](=O)[O-])=O (S)-N-(3-(1-((4-methyl-4H-1,2,4-triazol-3-yl)thio)ethyl)phenyl)-4-nitropicolinamide